ClC1=C(C=NC(=C1)C(NC)=O)COC1=CC=CC(=N1)C1=CC(=C(CC2=NC3=C(N2[C@@H]2COCC2(C)C)C=C(C=C3)C(=O)O)C=C1)F (S)-2-(4-(6-((4-chloro-6-(methylcarbamoyl)pyridin-3-yl)methoxy)pyridin-2-yl)-2-fluorobenzyl)-1-(4,4-dimethyltetrahydrofuran-3-yl)-1H-benzo[d]imidazole-6-carboxylic acid